C(=CCCCCCCCCCCCCCCCC)N1C(=C(C(C=C1)=O)OCC1=CC=CC=C1)C=O N-octadecenyl-2-formyl-3-benzyloxypyridin-4-one